CCCC(C)=O 4-methylbutanone